2-(3-(3-((S)-fluoro(4-methyl-4H-1,2,4-triazol-3-yl)methyl)oxetan-3-yl)phenyl)-6-(((R)-3-methoxypyrrolidin-1-yl)methyl)-4-(trifluoromethyl)isoindolin-1-one F[C@@H](C1(COC1)C=1C=C(C=CC1)N1C(C2=CC(=CC(=C2C1)C(F)(F)F)CN1C[C@@H](CC1)OC)=O)C1=NN=CN1C